C(C)(C)(C)C1=C(OC2=CCC(C=3C4=CC=CC=C4C23)(P([O-])[O-])P([O-])[O-])C=C(C(=C1)C(C)(C)C)C (2,4-di-tert-butyl-5-methylphenoxy)-4,4-biphenylene-diphosphonite